O=C1N(C2=CC=CC=C2C1=O)CCC(=O)NC1=CC=C(CN2N=C(C(=C2C)CC(=O)O)C)C=C1 2-(1-(4-(3-(2,3-dioxoindolin-1-yl)propanamido)benzyl)-3,5-dimethyl-1H-pyrazol-4-yl)acetic acid